CN(C1CCN(CC1)C(CCCC=1N=C(N(C1)C1=CC=CC=C1)C1=C(C(=O)N)C=CC=C1C=1C=NN(C1)C)=O)C (4-(4-(4-(dimethylamino)piperidin-1-yl)-4-oxobutyl)-1-phenyl-1H-imidazol-2-yl)-3-(1-methyl-1H-pyrazol-4-yl)benzamide